triethylmelamin C(C)NC1=NC(=NC(=N1)NCC)NCC